ClC=1C=C(C=2N(N1)C=CN2)[C@@H]2[C@H](C2)C(=O)OCC ethyl (1S,2S)-2-(6-chloroimidazo[1,2-b]pyridazin-8-yl)cyclopropanecarboxylate